COC(=O)C=1C=CC2=C(N(C(=N2)CC2=CC=C(C3=C2CCO3)C3=NC(=CC=C3)OCC3=C(C=C(C=C3)C#N)F)C[C@H]3OCC3)C1 (S)-2-((7-(6-((4-cyano-2-fluorobenzyl)oxy)pyridin-2-yl)-2,3-dihydrobenzofuran-4-yl)methyl)-1-(oxetane-2-ylmethyl)-1H-benzo[d]imidazole-6-carboxylic acid methyl ester